4-methyl-3-(methylsulfonyl)-N-((2-(4-(6-nitropyridin-3-yl)piperazin-1-yl)-1,6-naphthyridin-7-yl)methyl)benzamide CC1=C(C=C(C(=O)NCC2=NC=C3C=CC(=NC3=C2)N2CCN(CC2)C=2C=NC(=CC2)[N+](=O)[O-])C=C1)S(=O)(=O)C